tert-butyl 3-(5-(3-cyano-6-(1-(difluoromethyl)-1H-pyrazol-4-yl) pyrazolo[1,5-a]pyridine-4-yl)pyridin-2-yl)-3,6-diazabicyclo[3.1.1]heptan-6-carboxylate C(#N)C=1C=NN2C1C(=CC(=C2)C=2C=NN(C2)C(F)F)C=2C=CC(=NC2)N2CC1N(C(C2)C1)C(=O)OC(C)(C)C